4-fluoro-3,5-dimethoxyaniline FC1=C(C=C(N)C=C1OC)OC